BrC1=CC=C2C(C(NC2=C1Cl)=O)=O 6-bromo-7-chloroindole-2,3-dione